tert-butyl (2-((4-(2-((2,6-dimethylpyrimidin-4-yl)amino)pyrazolo[1,5-a]pyridin-5-yl)-6-methylpyridin-3-yl)oxy)ethyl)carbamate CC1=NC(=CC(=N1)NC1=NN2C(C=C(C=C2)C2=C(C=NC(=C2)C)OCCNC(OC(C)(C)C)=O)=C1)C